4-(4-(bis(2-hydroxyethyl)amino)phenylamino)-2-phenylpyrimidino[4,5-d]pyridazin-5(6H)-one OCCN(C1=CC=C(C=C1)NC1=NC(=NC=2C=NNC(C21)=O)C2=CC=CC=C2)CCO